CN1N=C(N=N1)NC1=CC(NC(N1)=O)=O 6-(2-methyl-2H-tetrazol-5-yl)aminopyrimidine-2,4(1H,3H)-dione